NC=1C=CC2=C(SC3=C2C=CC(=C3)N)C1 3,7-diamino-dibenzothiophene